4-((S)-1-((S)-1-((1-(2-chloro-5-fluorobenzyl)-1H-imidazol-4-yl)amino)-1-oxopropan-2-yl)-4,4-difluoropiperidin-3-yl)pyridine 1-oxide ClC1=C(CN2C=NC(=C2)NC([C@H](C)N2C[C@@H](C(CC2)(F)F)C2=CC=[N+](C=C2)[O-])=O)C=C(C=C1)F